1H-pyrrolo[3,2-c]pyridine-3-carboxamide N1C=C(C=2C=NC=CC21)C(=O)N